C(=O)(OCC1C2=CC=CC=C2C2=CC=CC=C12)NC(=CC=O)CC N-fmoc-(+/-)-3-amino-pent-enal